N-benzyl-P-methyl-P-(4-(5-(trifluoromethyl)-1,2,4-oxadiazol-3-yl)benzyl)phosphinic amide C(C1=CC=CC=C1)NP(=O)(CC1=CC=C(C=C1)C1=NOC(=N1)C(F)(F)F)C